6-Bromo-N-(3-methyl-5-(1H-pyrazol-1-yl)phenyl)quinolin-4-amine BrC=1C=C2C(=CC=NC2=CC1)NC1=CC(=CC(=C1)N1N=CC=C1)C